3-chloro-9-(4-chloro-2-fluorophenyl)-7-((2R,4R)-2-(1-cyclopropyl-1H-pyrazol-4-yl)tetrahydro-2H-pyran-4-yl)-2-methyl-4H-pyrazino[1,2-a]pyrimidin-4-one ClC1=C(N=C2N(C1=O)C=C(N=C2C2=C(C=C(C=C2)Cl)F)[C@H]2C[C@@H](OCC2)C=2C=NN(C2)C2CC2)C